ClC=1C=C(C=C(C1)F)CC(=O)N1CCN(CC1)C=1C=CC=2N(N1)C=NN2 2-(3-chloro-5-fluorophenyl)-1-(4-{[1,2,4]triazolo[4,3-b]pyridazin-6-yl}piperazin-1-yl)ethan-1-one